N(=[N+]=[N-])CC1=CNC=C1 3-(azidomethyl)-1H-pyrrole